2-methoxyethyl (1S,2R,5R)-3-((4-(4-chlorobenzoyl)piperazin-1-yl)sulfonyl)-2-(((tetrahydro-2H-pyran-2-yl)oxy)carbamoyl)-3,8-diazabicyclo[3.2.1]octane-8-carboxylate ClC1=CC=C(C(=O)N2CCN(CC2)S(=O)(=O)N2[C@H]([C@@H]3CC[C@H](C2)N3C(=O)OCCOC)C(NOC3OCCCC3)=O)C=C1